CN(CC(C)C1CC2(OC=3N=C(N=C(C31)N3CCNCC3)C(=O)N)CCCC3=CC=CC(=C32)C)C (1-(dimethylamino)propan-2-yl)-8-methyl-4'-(piperazin-1-yl)-3,4,5',6'-tetrahydro-2H-spiro[naphthalene-1,7'-pyrano[2,3-d]pyrimidine]-2'-carboxamide